CC(CC(=O)OC1=CC=C2C(C=C(OC2=C1OC(CC(C)C)=O)C1=CC=CC=C1)=O)C 4-oxo-2-phenyl-4H-chromene-7,8-diyl bis(3-methylbutanoate)